(R)-6-chloro-7-(2-(((3-chloropyridin-2-yl)oxy)methyl)pyrrolidin-1-yl)-1-(6-fluoro-1H-indol-5-yl)-4-oxo-1,4-dihydroquinoline-3-carboxylic acid ClC=1C=C2C(C(=CN(C2=CC1N1[C@H](CCC1)COC1=NC=CC=C1Cl)C=1C=C2C=CNC2=CC1F)C(=O)O)=O